N4-methoxy-N5-(2,3,5,6-tetrafluoro-3'-(methoxy-d3)-[1,1'-biphenyl]-4-yl)thiazole-4,5-dicarboxamide CONC(=O)C=1N=CSC1C(=O)NC1=C(C(=C(C(=C1F)F)C1=CC(=CC=C1)OC([2H])([2H])[2H])F)F